FC=1C=C(C(=NC1)OC)S(=O)(=O)NC1=C(C(=C(C=C1)F)C1=CC=C2C(=NNC2=C1F)C=1NC=CN1)F 5-fluoro-N-(2,4-difluoro-3-(7-fluoro-3-(1H-imidazol-2-yl)-1H-indazol-6-yl)phenyl)-2-methoxy-pyridine-3-sulfonamide